N=C(C=1C=CC(=C(C(=O)OCC2CCC2)C1)C)SC cyclobutyl-methyl 5-(imino (methylthio) methyl)-2-methylbenzoate